C([C@@H]1[C@H]([C@@H]([C@H](C(O1)OC[C@@H]2[C@H]([C@@H]([C@H]([C@@H](O2)O)OC3[C@@H]([C@H]([C@@H]([C@H](O3)CO)O)O)O)O)O)O)O)O)O The molecule is a glucotriose that is beta-D-glucopyranose in which the hydroxy groups at positions 2 and 6 have been converted into D-glucopyranosyl derivatives. It is a glucotriose and a partially-defined glycan.